OC1=C(C=CC(=C1)C(F)(F)F)C1=NN(C(=N1)C1=C(C=CC=C1)O)C1=C(C(=O)C2=CC=CC=C2)C=CC(=C1)C (3-(2-hydroxy-4-(trifluoromethyl)phenyl)-5-(2-hydroxyphenyl)-1H-1,2,4-triazol-1-yl)-4-methylbenzophenone